6'-[(3,3'-di-tert-butyl-5,5'-dimethoxy-1,1'-biphenyl-2,2'-diyl)bis(oxy)]bis(dibenzo[d,f][1,3,2]dioxaphosphepin) C(C)(C)(C)C=1C(=C(C=C(C1)OC)C1=C(C(=CC(=C1)OC)C(C)(C)C)OC1=CC=CC=2OPOC3=C(C21)C=CC=C3)OC3=CC=CC=2OPOC1=C(C23)C=CC=C1